3-chloro-N-[(2,4-dimethoxyphenyl)methyl]-2,6-difluoro-N-(6-fluoro-2-pyridyl)-4-[3-methyl-3-[1,4,4-trimethylpyrrolidin-2-yl]pyrrolidin-1-yl]benzenesulfonamide ClC=1C(=C(C(=CC1N1CC(CC1)(C1N(CC(C1)(C)C)C)C)F)S(=O)(=O)N(C1=NC(=CC=C1)F)CC1=C(C=C(C=C1)OC)OC)F